5-(trifluoromethoxy)-N-(3-{[5-(trifluoromethoxy)pyridin-2-yl]carbamoyl}bicyclo[1.1.1]pentan-1-yl)pyridine-2-carboxamide FC(OC=1C=CC(=NC1)C(=O)NC12CC(C1)(C2)C(NC2=NC=C(C=C2)OC(F)(F)F)=O)(F)F